2,2-bis[3-allyl-4-(glycidoxy)phenyl]propane C(C=C)C=1C=C(C=CC1OCC1CO1)C(C)(C)C1=CC(=C(C=C1)OCC1CO1)CC=C